2-((1E,6E)-1,7-diphenylheptane-1,6-dien-4-yl)pyridine C1(=CC=CC=C1)\C=C\CC(C\C=C\C1=CC=CC=C1)C1=NC=CC=C1